CN1N=CC(=C1)C1=CC(=C2C=NC=NC2=C1)C=1C=CC(=NC1)N1CCN(CC1)C(=O)C1(CC1)C1=CC=CC=C1 (4-(5-(7-(1-Methyl-1H-pyrazol-4-yl)quinazolin-5-yl)pyridin-2-yl)piperazin-1-yl)(1-phenylcyclopropyl)methanone